7-Methoxy-1H-indazol-6-amine COC=1C(=CC=C2C=NNC12)N